C(C)(=O)N1CCN(CC1)CC(O)C=1SC(=C(N1)C(F)(F)F)C(=O)NC(C)C1=CC(=CC=C1)C(F)(F)F 2-[2-(4-acetyl-1-piperazinyl)-1-hydroxyethyl]-4-(trifluoromethyl)-N-[1-[3-(trifluoromethyl)phenyl]ethyl]-5-thiazolecarboxamide